ClC1=C(OC2=NN(C(C=C2)=O)CC(=O)[O-])C(=CC(=C1)N1C(=CC=C1C)C)Cl 2-(3-(2,6-dichloro-4-(2,5-dimethyl-1H-pyrrol-1-yl)phenoxy)-6-oxopyridazin-1(6H)-yl)acetate